NC1=C2N(C=NC2=NC(=N1)Cl)C(C(=O)OC)CCCCCCCCCCCCCC methyl (6-amino-2-chloro-7H-purin-7-yl)hexadecanoate